4-(butoxymethyl)-2-ethoxyphenol C(CCC)OCC1=CC(=C(C=C1)O)OCC